(2S,3R)-2-amino-3-(4-cyanophenyl)-3-hydroxypropanoic acid N[C@H](C(=O)O)[C@H](O)C1=CC=C(C=C1)C#N